2-(2-Chloro-5-fluorophenyl)-N-[4-(4-cyano-1H-pyrazol-1-yl)-3-sulfamoylphenyl]acetamide ClC1=C(C=C(C=C1)F)CC(=O)NC1=CC(=C(C=C1)N1N=CC(=C1)C#N)S(N)(=O)=O